(S)-7-Amino-3-(1-(but-2-ynoyl)pyrrolidin-3-yl)-1-(4-(2,6-difluorophenoxy)phenyl)-1,5-dihydro-4H-pyrrolo[2,3-d]pyridazin-4-on NC1=NNC(C2=C1N(C=C2[C@H]2CN(CC2)C(C#CC)=O)C2=CC=C(C=C2)OC2=C(C=CC=C2F)F)=O